ClC=1SC=C(N1)C(C(=O)O)=O 2-(2-chlorothiazol-4-yl)-2-oxoacetic acid